ClC(C(Cl)C1=CC=CC=C1)C1=CC=CC=C1 1,2-dichlorodiphenylethane